Trifluoroacetic acid silver salt [Ag+].FC(C(=O)[O-])(F)F